FC1=C(C=CC(=C1)F)C1=NN(C(=C1)O)C=1SC=C(N1)C(=O)O 2-(3-(2,4-difluorophenyl)-5-hydroxy-1H-pyrazol-1-yl)thiazole-4-carboxylic acid